1-(1H-benzo[d]imidazol-5-yl)-4-(cyclopropanecarbonyl)-3-hydroxy-5-(8-hydroxyquinolin-2-yl)-1,5-dihydro-2H-pyrrol-2-one N1C=NC2=C1C=CC(=C2)N2C(C(=C(C2C2=NC1=C(C=CC=C1C=C2)O)C(=O)C2CC2)O)=O